5-phenylimidazolidine-2,4-dione C1(=CC=CC=C1)C1C(NC(N1)=O)=O